Ethyl 2-(2-fluorophenyl)-5-morpholin-4-ylpyrazolo[1,5-a]pyrimidine-3-carboxylate FC1=C(C=CC=C1)C1=NN2C(N=C(C=C2)N2CCOCC2)=C1C(=O)OCC